4-(4-hydroxy-phenyl)-2H-phthalazine OC1=CC=C(C=C1)C1=NNCC2=CC=CC=C12